The molecule is a 2,3-trans-enoyl CoA(4-) obtained by deprotonation of the phosphate and diphosphate OH groups of (2E,23Z,26Z,29Z,32Z)-octatriacontapentaenoyl-CoA; major species at pH 7.3. It is a conjugate base of a (2E,23Z,26Z,29Z,32Z)-octatriacontapentaenoyl-CoA. CCCCC/C=C\\C/C=C\\C/C=C\\C/C=C\\CCCCCCCCCCCCCCCCCCC/C=C/C(=O)SCCNC(=O)CCNC(=O)[C@@H](C(C)(C)COP(=O)([O-])OP(=O)([O-])OC[C@@H]1[C@H]([C@H]([C@@H](O1)N2C=NC3=C(N=CN=C32)N)O)OP(=O)([O-])[O-])O